((2-Chloroethoxy)carbonyl)-Lysin ClCCOC(=O)N[C@@H](CCCCN)C(=O)O